CO[Si](CCCNC1=NC(=NC(=N1)N)N)(OC)OC N-[3-(trimethoxysilyl)propyl]-[1,3,5]triazin-2,4,6-triamine